(Mesitylsulfonyl)-2-(naphthalen-2-ylamino)acetamide C1(=C(C(=CC(=C1)C)C)S(=O)(=O)C(C(=O)N)NC1=CC2=CC=CC=C2C=C1)C